(6Z,16Z)-12-((Z)-dec-4-enyl)-12-hydroxydocosa-6,16-dien-11-yl 4-(dimethylamino)butanoate CN(CCCC(=O)OC(CCC\C=C/CCCCC)C(CCC\C=C/CCCCC)(O)CCC\C=C/CCCCC)C